ClC=1C(=C(OC2=NC(=NC(=C2CC)C2=C(C=CC=C2)CC(C)C)NS(=O)(=O)C=2C=NN(C2)C)C=C(C1)N1CCN(CC1)C)C N-[4-[3-chloro-2-methyl-5-(4-methylpiperazin-1-yl)phenoxy]-5-ethyl-6-(2-isobutylphenyl)pyrimidin-2-yl]-1-methyl-pyrazole-4-sulfonamide